N-(5-bromo-2-(1-phenylvinyl)phenyl)-N-(but-3-en-1-yl)-4-methylbenzenesulfonamide BrC=1C=CC(=C(C1)N(S(=O)(=O)C1=CC=C(C=C1)C)CCC=C)C(=C)C1=CC=CC=C1